4-(ethoxycarbonyl)quinuclidin-1-ium bromide [Br-].C(C)OC(=O)C12CC[NH+](CC1)CC2